ClC=1C=C2C(=C(C(NC2=CC1)=O)C(\C=C\C1=CC=C(C=C1)C1=CC=C(C=C1)F)=O)C1=CC=CC=C1 6-chloro-3-[(E)-3-[4-(4-fluorophenyl)phenyl]prop-2-enoyl]-4-phenyl-1H-quinolin-2-one